3-Amino-7-(2-fluoro-6-methyl-phenyl)-N-(1-methylpyrrolidin-3-yl)isoquinoline-5-carboxamide NC=1N=CC=2C=C(C=C(C2C1)C(=O)NC1CN(CC1)C)C1=C(C=CC=C1C)F